2-(dimethylaminomethylene)pyridine CN(C)C=C1NC=CC=C1